C(C)C1=CC=C(C=C1)S(=O)(=O)C=1C=C(C=CC1)NC(NC1=CC(=CC=C1)S(=O)(=O)C1=CC=C(C=C1)CC)=O di-[3-(4-ethylphenylsulfonyl)phenyl]urea